p-(N,N-diphenylamino)benzaldehyde C1(=CC=CC=C1)N(C1=CC=CC=C1)C1=CC=C(C=O)C=C1